Heptadecan-9-yl 8-((2-hydroxyethyl)(8-(nonyloxy)-8-oxooctyl) amino)octanoate OCCN(CCCCCCCC(=O)OC(CCCCCCCC)CCCCCCCC)CCCCCCCC(=O)OCCCCCCCCC